1,4-Dihydro-2,4-dioxo-N-(4-pyridinylmethyl)-3(2H)-quinazolineacetamide O=C1NC2=CC=CC=C2C(N1CC(=O)NCC1=CC=NC=C1)=O